(R)-5-bromo-2-((2,2-dimethyl-1,3-dioxolan-4-yl)methoxy)pyrimidine BrC=1C=NC(=NC1)OC[C@H]1OC(OC1)(C)C